4-methyl-2-(3-cyanophenyl)-1-methoxy-N-isopropyl-1H-imidazole-5-carboxamide CC=1N=C(N(C1C(=O)NC(C)C)OC)C1=CC(=CC=C1)C#N